(morpholin-4-yl)-8-(trifluoromethyl)pyrazolo[1,5-a][1,3,5]triazin-4-amine N1(CCOCC1)C1=NC=2N(C(=N1)N)N=CC2C(F)(F)F